[1-Methyl-4-(methylsulfanyl)imidazol-5-yl]methanol CN1C=NC(=C1CO)SC